O[C@@H]1C[C@@H](CC1)N1C=NC2=C(C1=O)C=C(N=C2C=2C=NC=CC2)C2=CC=C(C=C2)N2CCOCC2 3-((1R,3S)-3-hydroxycyclopentyl)-6-(4-morpholinophenyl)-8-(pyridin-3-yl)pyrido[3,4-d]pyrimidin-4(3H)-one